FC(COC=1C=C(C=C(C1)OC)NC1=CC=NC2=CC(=C(C=C12)C(=O)N)OC)F 4-((3-(2,2-Difluoroethoxy)-5-methoxyphenyl)amino)-7-methoxyquinoline-6-carboxamide